Fluorosulfuric Acid S(O)(=O)(=O)F